C(C)(=O)O[C@@H]1COCC[C@H]1NC1=NN2C(C=N1)=C(C=C2C(C(F)(F)F)C)F (3S,4R)-4-({5-fluoro-7-[1,1,1-trifluoropropan-2-yl]pyrrolo[2,1-f][1,2,4]triazin-2-yl}amino)oxan-3-yl acetate